COCC1(C2=C(C=CC=C2C=2C=CC=C(C12)Cl)Cl)COC 9,9-bis(methoxymethyl)-1,8-dichlorofluorene